2,3,4-trihydroxy-5-hydroxymethylcyclohexylamine OC1C(CC(C(C1O)O)CO)N